3-{4-[(2-cyclopropylethyl)[(1r,4r)-4-[(pyridin-2-ylmethyl)amino]cyclohexyl]amino]-1-oxo-3H-isoindol-2-yl}piperidine-2,6-dione C1(CC1)CCN(C1=C2CN(C(C2=CC=C1)=O)C1C(NC(CC1)=O)=O)C1CCC(CC1)NCC1=NC=CC=C1